N1=CC=CC=2CCCC(C12)N(C(=O)OC(C)(C)C)CCCC(N)C1=CC=CC=C1 (5,6,7,8-tetrahydro-quinolin-8-yl)-(1-phenyl-1-aminobut-4-yl)-(t-butoxycarbonyl)-amine